6-(4-cyclopropylphenyl)-4-hydroxy-N-(4-methylcyclohexyl)-1-(2-morpholinoethyl)-2-oxo-1,2-dihydro-1,8-naphthyridine-3-carboxamide C1(CC1)C1=CC=C(C=C1)C=1C=C2C(=C(C(N(C2=NC1)CCN1CCOCC1)=O)C(=O)NC1CCC(CC1)C)O